[K+].N1(CCN(CC1)C(=S)[S-])C(=S)[S-].[K+] piperazine-1,4-bis-dithiocarboxylic acid potassium salt